C(C)N1N=CC(=C1)C=1C=C(C=CC1)[C@@H](C)NC(C1=C(C=CC(=C1)N1CCN(CC1)C)C)=O N-[(1R)-1-[3-(1-Ethylpyrazol-4-yl)phenyl]ethyl]-2-methyl-5-(4-methylpiperazin-1-yl)benzamide